C1(CCCC1)OC1=CC(=NC=C1)NC=1SC2=NC(=CC=C2N1)C1=CC=NC=C1 N-(4-(cyclopentyloxy)-pyridin-2-yl)-5-(pyridin-4-yl)thiazolo[5,4-b]-pyridin-2-amine